mercaptomethyl-3,6-dithiaoctane-1,8-dithiol SCC(CSCCSCCS)S